Cl.NC\C=C(\CN1C=NC2=C1C=C(C=C2C=2C=C(C=CC2)S(=O)(=O)NC)C(F)(F)F)/F (Z)-3-(1-(4-amino-2-fluorobut-2-en-1-yl)-6-(trifluoromethyl)-1H-benzo[d]imidazol-4-yl)-N-methylbenzenesulfonamide Hydrochloride